FC=1C=C(C=C(C1F)F)[B-](C1=CC=CC=C1)(C1=CC=CC=C1)C1=CC=CC=C1 (3,4,5-trifluorophenyl)triphenylborat